6-Chloro-N-ethyl-3-iodopyrazin-2-amine ClC1=CN=C(C(=N1)NCC)I